1,3-Difluoro-2-(trifluoromethoxy)-5-vinylbenzene FC1=C(C(=CC(=C1)C=C)F)OC(F)(F)F